N-(4-(3-amino-7-(pyrimidin-4-yl)-1H-pyrazolo[4,3-c]pyridin-4-yl)benzyl)-5-fluoro-2-methoxybenzamide NC1=NNC2=C1C(=NC=C2C2=NC=NC=C2)C2=CC=C(CNC(C1=C(C=CC(=C1)F)OC)=O)C=C2